BrC=1C=C(C=NC1)C(=O)[O-] 5-bromo-3-pyridinecarboxylate